6-(2-(cyclobutylmethyl)-7H-pyrrolo[2,3-d]pyrimidin-5-yl)-[1,2,4]triazolo[1,5-a]pyridine C1(CCC1)CC=1N=CC2=C(N1)NC=C2C=2C=CC=1N(C2)N=CN1